C1(CCCCCC1)CN1N=NC=C1CC=1C=C(C=CC1C)[C@H](C(C(=O)O)(C)C)C1=C(C2=C(N(N=N2)C)C=C1)C |o1:21| rel-(S)-3-(3-((1-(cycloheptylmethyl)-1H-1,2,3-triazol-5-yl)methyl)-4-methylphenyl)-3-(1,4-dimethyl-1H-benzo[d][1,2,3]triazol-5-yl)-2,2-dimethylpropanoic acid